C(C)(C)(C)OC(=O)N1CCNCCC1 tert-butyl-1,4-diazacycloheptane-1-carboxylate